C1(CC1)C1(NC(NC1=O)=O)CC(C(=O)OC(C)(C)C)CC Tert-butyl 2-((4-cyclopropyl-2,5-dioxoimidazolidin-4-yl)methyl)butanoate